FC([C@]12CNC[C@@]2(C1)C1=NN=CO1)(F)F 5-((1S,5R)-5-(trifluoromethyl)-3-azabicyclo[3.1.0]Hex-1-yl)-1,3,4-oxadiazole